4-ethoxymethyl-1-(4-nitrophenyl)-4-phenethyl-piperidine C(C)OCC1(CCN(CC1)C1=CC=C(C=C1)[N+](=O)[O-])CCC1=CC=CC=C1